CN1C(C=2C=3C(=CC=CC13)C1=CC=CC=C1C2)N2CCSCC2 4-(4-methyl-4,5-dihydronaphtho[3,2,1-cd]indol-5-yl)thiomorpholine